C(C)OC(=O)C=1N=C(SC1CCCOC1=C(C=C(C=C1)C#CCN(C)C)F)NC(C)=O (3-{4-[3-(dimethylamino)prop-1-yn-1-yl]-2-fluorophenoxy}propyl)-2-acetamido-1,3-thiazole-4-carboxylic acid ethyl ester